(6S)-6-((2-fluoroethyl)amino)-N'-((1,2,3,5,6,7-hexahydro-s-indacen-4-yl)carbamoyl)-6,7-dihydro-5H-pyrazolo[5,1-b][1,3]oxazine-3-sulfonimidamide FCCN[C@H]1CN2C(OC1)=C(C=N2)S(=O)(N)=NC(NC2=C1CCCC1=CC=1CCCC21)=O